CC(C(=O)O)(CCC1=CC=C(C=C1)OCC1OC1)C1=CC=C(C=C1)OCC1OC1 methyl-4-(2-oxiranylmethoxy)-γ-[4-(2-oxiranylmethoxy)phenyl]-phenylbutyric acid